C[Si](C)(C)C(C(=O)O)(C(=O)O)[Si](C)(C)C bis(trimethylsilyl)-malonic acid